BrC=1C(=C(C=CC1)C#CCCC1CCN(CC1)C(=O)OC(C)(C)C)C tert-butyl 4-[4-(3-bromo-2-methyl-phenyl)but-3-ynyl]piperidine-1-carboxylate